5-butyl-11-oxo-10,11-dihydro-5H-dibenzo[b,e][1,4]diazepine-8-carboxylic acid C(CCC)N1C2=C(NC(C3=C1C=CC=C3)=O)C=C(C=C2)C(=O)O